4-((1-cyclopropyl-2-hydroxyethyl)amino)-5-(5-methyl-1,3,4-oxadiazol-2-yl)pyrimidin-2-yl-dimethylisoindol-1-one C1(CC1)C(CO)NC1=NC(=NC=C1C=1OC(=NN1)C)C=1C(=C2C(=NC(C2=CC1)=O)C)C